2,6-di(2-(trifluoromethyl)benzylidene)cyclohexanone FC(C1=C(C=C2C(C(CCC2)=CC2=C(C=CC=C2)C(F)(F)F)=O)C=CC=C1)(F)F